tricyclo[6.2.1.02,6]undecane C12C3CCCC3CC(CC1)C2